CN1C(=NC2=C(C=C(C=C2C1=O)C)[C@@H](C)NC1=C(C(=O)OC)C=C(C(=C1)F)F)N1CCOCC1 methyl (R)-2-((1-(3,6-dimethyl-2-morpholino-4-oxo-3,4-dihydroquinazolin-8-yl)ethyl)amino)-4,5-difluorobenzoate